C1(CC1)C(C)(O)C1=NC=CC(=N1)C1=NC=C(C(=C1F)C(=O)N1[C@H]([C@@H]2CC[C@H](C1)N2CC2=NC=C(C=C2F)F)C)C (2-(2-(1-Cyclopropyl-1-hydroxyethyl)pyrimidin-4-yl)-3-fluoro-5-methylpyridin-4-yl)((1s,2s,5r)-8-((3,5-difluoropyridin-2-yl)methyl)-2-methyl-3,8-diazabicyclo[3.2.1]oct-3-yl)methanone